ClC=1C=CC(=C(C1)C1=CC(=CN=N1)NC1=CC=NC2=CC(=CC=C12)NC(CCN1CCN(CC1)C)=O)F N-(4-{[6-(5-Chloro-2-Fluorophenyl)Pyridazin-4-yl]Amino}Quinolin-7-yl)-3-(4-Methylpiperazin-1-yl)Propanamid